6-amino-5-fluoro-3-methyl-3H-isobenzofuran-1-one NC1=C(C=C2C(OC(C2=C1)=O)C)F